COC1=C(CN2N=C(C3=C2C(NC3)=O)CC)C=CC(=C1)OC 1-(2,4-dimethoxybenzyl)-3-ethyl-4,5-dihydropyrrolo[3,4-c]pyrazol-6(1H)-one